COC(=O)[C@@]1(COC2=C(CN1)C=CC=C2)C2=CC=C(C=C2)C.O2CC(C2)C(C2COC2)[SiH](OCCC)CC di(oxetane-3-yl)methylethyl-n-propyl-oxysilane Methyl-(S)-3-(p-tolyl)-2,3,4,5-tetrahydrobenzo[f][1,4]oxazepine-3-carboxylate